S1SCCNC(CCCC(NCC1)=O)=O 1,2-Dithia-5,11-diazacyclotridecan-6,10-dion